C(C)(=O)C1=C(C=C(C(=C1)C)C)CC(=O)[O-] 2-acetyl-4,5-dimethylphenylacetate